C1(CC1)C1=CC(=NC=C1)NCC1=CC(=C(C(=C1)O)N1CC(NS1(=O)=O)=O)F 5-(4-(((4-cyclopropylpyridin-2-yl)amino)methyl)-2-fluoro-6-hydroxyphenyl)-1,2,5-thiadiazolidin-3-one 1,1-dioxide